C1(=CC=CC=C1)P(C1=CC=CC=C1)N[C@H]1CCCC2=CC=CC=C12 (S)-(-)-diphenylphosphino-tetrahydronaphthylamine